NC=1C=C(C=C2C=C(N=CC12)NC(=O)[C@H]1[C@@H](C1)C#N)C=1C=NC(=CC1CC)OC(F)F |r| (±)-trans-N-[8-amino-6-[6-(difluoromethoxy)-4-ethyl-3-pyridinyl]-3-isoquinolinyl]-2-cyano-cyclopropanecarboxamide